(S)-quinuclidin-3-yl (7-bromochroman-4-yl)carbamate BrC1=CC=C2C(CCOC2=C1)NC(O[C@@H]1CN2CCC1CC2)=O